2-(6-methoxy-5-(trifluoromethyl)pyridin-3-yl)-N-(2-(4-(5-(trifluoromethyl)pyrimidine-2-yl)piperazin-1-yl)ethyl)acetamide COC1=C(C=C(C=N1)CC(=O)NCCN1CCN(CC1)C1=NC=C(C=N1)C(F)(F)F)C(F)(F)F